N,N-Dibenzylnaphtho[2,1-d]oxazol-2-amine C(C1=CC=CC=C1)N(C=1OC2=C(N1)C=CC1=CC=CC=C12)CC1=CC=CC=C1